(1R,2S,5S)-N-[cyano(2,3-dihydrofuro[3,2-b]pyridin-6-yl)methyl]-3-[(2S)-3,3-dimethyl-2-[(2,2,2-trifluoroacetyl)amino]butanoyl]-6,6-dimethyl-3-azabicyclo[3.1.0]hexane-2-carboxamide C(#N)C(NC(=O)[C@@H]1[C@H]2C([C@H]2CN1C([C@H](C(C)(C)C)NC(C(F)(F)F)=O)=O)(C)C)C=1C=C2C(=NC1)CCO2